3-chloro-N'-hydroxybenzene-1-carboximidamide ClC=1C=C(C=CC1)C(N)=NO